C(=CCC)B(O)O 1-buteneboronic acid